FC1(CC(C1)C1=NN(C(=C1C)NC(CC1C(C1)(F)F)=O)C)F N-(3-(3,3-difluorocyclobutyl)-1,4-dimethyl-1H-pyrazol-5-yl)-2-(2,2-difluorocyclopropyl)acetamide